tert-butyl 2-(1-(4-((3R,4S)-3-cyano-3-cyclopropyl-4-methyl-2-oxopyrrolidin-1-yl)pyrrolo[1,2-b]pyridazin-6-yl)-1H-pyrazol-4-yl)morpholine-4-carboxylate C(#N)[C@@]1(C(N(C[C@H]1C)C=1C=2N(N=CC1)C=C(C2)N2N=CC(=C2)C2CN(CCO2)C(=O)OC(C)(C)C)=O)C2CC2